ClC1=NC(=C2N=CN(C2=N1)S(=O)(=O)C1=CC=C(C=C1)OC)Cl 2,6-dichloro-9-((4-methoxyphenyl)sulfonyl)-9H-purine